3-(1-oxo-1lambda4-thiomorpholin-4-yl)propanamide 5-(15-azido-4,7,10,13-tetraoxa-pentadecanoyl-aminoallyl)-2'-deoxyuridine-5'-triphosphate P(O)(=O)(OP(=O)(O)OP(=O)(O)O)OC[C@@H]1[C@H](C[C@@H](O1)N1C(=O)NC(=O)C(=C1)CC=C(N)C(CCOCCOCCOCCOCCN=[N+]=[N-])=O)O.O=S1CCN(CC1)CCC(=O)N